BrC1=CC=C(C=C1)C1=NN(C(=C1I)C(=O)OCC)C1CC(CCC1)O ethyl 3-(4-bromophenyl)-1-(3-hydroxycyclohexyl)-4-iodo-1H-pyrazole-5-carboxylate